(S)-4-(2,4-difluorobenzyl)-N-(7-(4-hydroxy-3,3-dimethylbut-1-yn-1-yl)-5-methyl-4-oxo-2,3,4,5-tetrahydrobenzo[b][1,4]oxaazepin-3-yl)-1H-pyrazole-1-carboxamide FC1=C(CC=2C=NN(C2)C(=O)N[C@@H]2C(N(C3=C(OC2)C=CC(=C3)C#CC(CO)(C)C)C)=O)C=CC(=C1)F